(R)-5-((1-(benzyloxy)prop-2-yl)oxy)-4-(2-fluoro-4-nitrophenoxy)-6-methoxyquinazoline C(C1=CC=CC=C1)OC[C@@H](C)OC1=C2C(=NC=NC2=CC=C1OC)OC1=C(C=C(C=C1)[N+](=O)[O-])F